C1(CCCCC1)NC(=O)C1=CC=C(C=C1)B(O)O 4-(CYCLOHEXYLAMINOCARBONYL)PHENYLBORONIC ACID